BrC=1SC(=C(N1)C(F)(F)F)C 2-bromo-5-methyl-4-(trifluoromethyl)-1,3-thiazole